C(C)OC(C(CC=1N(N=C(C1)C(F)(F)F)C(C)C)C)=O 3-[2-isopropyl-5-(trifluoromethyl)pyrazol-3-yl]-2-methyl-propionic acid ethyl ester